methyl 3-(3-(1-bromo-3,8,8-trimethyl-2-oxodec-9-yn-3-yl)phenyl)propanoate BrCC(C(CCCCC(C#C)(C)C)(C)C=1C=C(C=CC1)CCC(=O)OC)=O